C(C)S(=O)(=O)C=1C=CC(=NC1)[C@H](CO)NC(=O)C=1C=NC=NC1 N-((R)-1-(5-(ethylsulfonyl)pyridin-2-yl)-2-hydroxyethyl)pyrimidine-5-carboxamide